1-(6-((2-Methylpyridin-4-yl)ethynyl)-2,3-dihydro-4H-benzo[b][1,4]oxazin-4-yl)ethan-1-one CC1=NC=CC(=C1)C#CC1=CC2=C(OCCN2C(C)=O)C=C1